O=C1NC(CCC1N1C(N(C2=C1C=CC(=C2)N2[C@@H](CN(CC2)CC(=O)O)C)C)=O)=O 2-[(3R)-4-[1-(2,6-dioxo-3-piperidyl)-3-methyl-2-oxo-benzimidazol-5-yl]-3-methyl-piperazin-1-yl]acetic acid